C(CC1=CC=CC=C1)N(C(=O)OC(C)(C)C)CCCO 3-[N-phenethyl-N-(tert-butoxycarbonyl)amino]propan-1-ol